rac-(2R,5S)-tert-butyl 2-((E)-3-(Diethylamino)Acryloyl)-5-methylpiperidine-1-carboxylate C(C)N(/C=C/C(=O)[C@@H]1N(C[C@H](CC1)C)C(=O)OC(C)(C)C)CC |r|